N1(CCCC1)C1=CC=2C(N=C1)=NNC2 5-(pyrrolidin-1-yl)-2H-pyrazolo[3,4-b]pyridin